C(\C=C\C(=O)OC(C)CC)(=O)OCC ethyl sec-butyl fumarate